(2,5-difluoro-1-tosyl-1H-pyrrolo[2,3-b]pyridin-3-yl)boronic acid FC1=C(C=2C(=NC=C(C2)F)N1S(=O)(=O)C1=CC=C(C)C=C1)B(O)O